COCCNC1=NC(=NC=C1C(F)(F)F)N[C@H]1C[C@H](CCC1)C1=NN=C2N1CCCC2 N4-(2-methoxyethyl)-N2-[(1R,3S)-3-(5,6,7,8-tetrahydro-[1,2,4]triazolo[4,3-a]pyridin-3-yl)cyclohexyl]-5-(trifluoromethyl)pyrimidine-2,4-diamine